CC=1C=NC=2CCN=CC2C1 3-methyl-7,8-dihydro-1,6-naphthyridin